ClC=1C=C(OC(C(=O)O)C)C=CC1 2-(3-chlorophenoxy)propanoic acid